C(C1=CC=CC=C1)OC1=CC=C(C(N1)=O)N1C(C2=CC=C(C=C2[C@H]1C)N1[C@@H](CN(CC1)C1CC(C1)OC1CCN(CC1)C(=O)OC(C)(C)C)C)=O tert-butyl 4-[(1r,3r)-3-[(3R)-4-{2-[6-(benzyloxy)-2-oxo-1H-pyridin-3-yl]-3-methyl-1-oxo-3H-isoindol-5-yl}-3-methylpiperazin-1-yl]cyclobutoxy]piperidine-1-carboxylate